C1(CC1)C1OCC(N(C1)CC1=NOC(=N1)C1=C(C(=C(C(=C1)F)F)O)F)=O 6-Cyclopropyl-4-((5-(2,4,5-trifluoro-3-hydroxyphenyl)-1,2,4-oxadiazol-3-yl)methyl)morpholin-3-one